4,4,5-Trimethyl-hex-5-en-3-one CC(C(CC)=O)(C(=C)C)C